NC=1N=C(SC1C(=O)C1=CC(=NO1)C1=CC=C(C=C1)Cl)N(C1=CC=C(C=C1)F)C(C(=O)N)C (N-[4-Amino-5-[3-(4-chlorophenyl)isoxazol-5-carbonyl]thiazol-2-yl]-4-fluoroanilino)propanamid